ClC1=NC=C(C(=C1)C1=C(C=NC(=C1)C)C(=O)NC=1SC2=C(C=NC(=C2C#N)C2=C(N=NN2C)C)N1)OC 2'-chloro-N-(7-cyano-6-(1,4-dimethyl-1H-1,2,3-triazol-5-yl)thiazolo[4,5-c]pyridin-2-yl)-5'-methoxy-6-methyl-[4,4'-bipyridin]-3-carboxamide